trans-4-((4-(2-Cyclopropyloxazol-4-yl)-pyridine-2-yl)((trans-4-(6-methoxy-5-methylpyridin-3-yl)-cyclohexyl)methyl)-carbamoyl)cyclohexyl 3-methoxyazetidine-1-carboxylate COC1CN(C1)C(=O)O[C@@H]1CC[C@H](CC1)C(N(C[C@@H]1CC[C@H](CC1)C=1C=NC(=C(C1)C)OC)C1=NC=CC(=C1)C=1N=C(OC1)C1CC1)=O